N-[3-Fluoro-4-[(7-methoxy-1,5-naphthyridin-4-yl)oxy]phenyl]-5-(4-fluorophenyl)-6-methoxy-1-methyl-4-oxopyridine-3-carboxamide FC=1C=C(C=CC1OC1=CC=NC2=CC(=CN=C12)OC)NC(=O)C1=CN(C(=C(C1=O)C1=CC=C(C=C1)F)OC)C